NC1=NC=2C=C(C=CC2C=2C1=CN(N2)C(CC)O)N2N=CC=C2 (4-amino-7-(1H-pyrazol-1-yl)-2H-pyrazolo[4,3-c]quinolin-2-yl)propan-1-ol